C(C)NC(NC1=CC=C(C=C1)C=1C2=C(N=C(N1)NC(=O)C1CC1)NC=C2)=O N-(4-(4-(3-ethylureido)phenyl)-7H-pyrrolo[2,3-d]pyrimidin-2-yl)cyclopropylcarboxamide